C(C)(C)(C)N1C[C@H]([C@@H](CC1)NC1=C2C=C(N(C2=CC=C1)CC(F)(F)F)C1=NOC(=N1)CNC(=O)C=1C=NN(C1)C)F |r| Racemic-N-{[3-(4-{[(3R,4R)-1-tert-butyl-3-fluoropiperidin-4-yl]amino}-1-(2,2,2-trifluoroethyl)-1H-indol-2-yl)-1,2,4-oxadiazol-5-yl]methyl}-1-methyl-1H-pyrazole-4-carboxamide